FC(OC=1C=C(C=CC1)NC=1C=2N(C=C(N1)CNC(C=C)=O)C=CN2)(F)F N-((8-((3-(trifluoromethoxy)phenyl)amino)imidazo[1,2-a]pyrazin-6-yl)methyl)acrylamide